dioleoyl-trimethylamine C(CCCCCCC\C=C/CCCCCCCC)(=O)C(N(C)C)C(CCCCCCC\C=C/CCCCCCCC)=O